3-ISOPROPENYL-6-HEPTENAL C(=C)(C)C(CC=O)CCC=C